(S)-2-((9-(2-(4-(4-chlorophenyl)-2,3,9-trimethyl-6H-thieno[3,2-f][1,2,4]triazolo[4,3-a][1,4]diazepin-6-yl)acetamido)nonyl)amino)-N-(4,5-dimethylthiazol-2-yl)benzamide ClC1=CC=C(C=C1)C1=N[C@H](C=2N(C3=C1C(=C(S3)C)C)C(=NN2)C)CC(=O)NCCCCCCCCCNC2=C(C(=O)NC=3SC(=C(N3)C)C)C=CC=C2